Pyrazineamine, sodium salt [Na].N1=C(C=NC=C1)N